N1C(=CC=C1)C(=O)OC(C)(C)C Tert-butyl pyrrole-2-carboxylate